Cl.COC(C(C)(C)N)=O 2-amino-2-methylpropanoic acid methyl ester hydrochloride